2-chloro-N-(5-chloro-6-(2H-1,2,3-triazol-2-yl)pyridin-3-yl)-6,8,8-trimethyl-7,8-dihydro-6H-cyclopenta[e]pyrazolo[1,5-a]pyrimidine-6-carboxamide ClC1=NN2C(N=CC3=C2C(CC3(C(=O)NC=3C=NC(=C(C3)Cl)N3N=CC=N3)C)(C)C)=C1